N-{2-[(3R,4S)-3-fluoro-4-methoxypiperidin-1-yl]pyrimidin-4-yl}-8-[(2R,3S)-3-(methanesulfonylmeth-yl)-2-methylazetidin-1-yl]-5-(propan-2-yl)-2,6-naphthyridin-3-amine F[C@@H]1CN(CC[C@@H]1OC)C1=NC=CC(=N1)NC=1N=CC2=C(C=NC(=C2C1)C(C)C)N1[C@@H]([C@H](C1)CS(=O)(=O)C)C